C=C(F)Cl Chlorofluoroethylene